3-[5-(5-fluoroisoquinolin-1-yl)-1-oxo-2,3-dihydro-1H-isoindol-2-yl]piperidine-2,6-dione FC1=C2C=CN=C(C2=CC=C1)C=1C=C2CN(C(C2=CC1)=O)C1C(NC(CC1)=O)=O